C1=CC=CC=2C3=CC=CC=C3N(C12)C1=C(C(=CC(=C1)C(C)(CC(C)(C)C)C)C1=CC(=CC(=C1)Cl)C)O 3-(9H-carbazol-9-yl)-5'-chloro-3'-methyl-5-(2,4,4-trimethylpentan-2-yl)biphenyl-2-ol